ClC1=C(C=C(C=C1)N1CCC(CC1)C1=CC(=C(N)C=C1F)OC)C1CC1 4-[1-(4-chloro-3-cyclopropyl-phenyl)-4-piperidyl]-5-fluoro-2-methoxy-aniline